5-(3-((cyclobutylmethyl)amino)piperidin-1-yl)pyridin C1(CCC1)CNC1CN(CCC1)C=1C=CC=NC1